N-(1-(2,3-dihydro-1-benzofuran-5-yl)-2-oxo-2-((4-(trimethylsilyl)phenyl)amino)ethyl)-3-hydroxy-N-methyl-1,2-oxazole-5-carboxamide O1CCC2=C1C=CC(=C2)C(C(NC2=CC=C(C=C2)[Si](C)(C)C)=O)N(C(=O)C2=CC(=NO2)O)C